methyl acryloxyethyl phosphate P(=O)(OC)(OCCOC(C=C)=O)[O-]